BrC1=CC2=C(N=C(S2)NC(=O)[C@H]2CN(CC2)C(=O)O)C=C1.CN([C@H](C1=C(C=CC=C1)P(C1=CC=CC=C1)C1=CC=CC=C1)[C-]1C(=CC=C1)P(C1=CC=CC=C1)C1=CC=CC=C1)C.[CH-]1C=CC=C1.[Fe+2] (2R)-1-[(S)-alpha-(dimethylamino)-2-(diphenylphosphino)benzyl]-2-diphenylphosphinoferrocene (R)-3-((6-bromobenzo[d]thiazol-2-yl)carbamoyl)pyrrolidine-1-carboxylate